ethyl 1-(1-amino-1-oxopropan-2-yl)-4-nitro-1H-pyrrole-2-carboxylate NC(C(C)N1C(=CC(=C1)[N+](=O)[O-])C(=O)OCC)=O